5-phenyl-1,2,3,6-tetrahydropyridine C1(=CC=CC=C1)C1=CCCNC1